2-(difluoromethyl)-3-methoxy-N-(6-methyl-5-(7-(methylamino)-1,6-naphthyridin-3-yl)pyridin-3-yl)isonicotinamide FC(C=1C(=C(C(=O)NC=2C=NC(=C(C2)C=2C=NC3=CC(=NC=C3C2)NC)C)C=CN1)OC)F